3-((7-((R)-3-Cyclohexyl-2-methylpropanoyl)-10-hydroxy-7-azaspiro[4.5]decan-10-yl)methyl)thieno[3,2-d]pyrimidin-4(3H)-one C1(CCCCC1)C[C@H](C(=O)N1CC2(CCCC2)C(CC1)(O)CN1C=NC2=C(C1=O)SC=C2)C